((2R,5R)-4-(((6-methoxy-2-(pyrrolidin-1-yl)-7-(3-(pyrrolidin-1-yl)prop-1-yn-1-yl)quinazolin-4-yl)amino)methyl)-5-methylmorpholin-2-yl)methanol COC=1C=C2C(=NC(=NC2=CC1C#CCN1CCCC1)N1CCCC1)NCN1C[C@@H](OC[C@H]1C)CO